tert-butyl (3R,4S)-3-amino-4-(((2,2,2-trichloroethoxy)carbonyl)amino)pyrrolidine-1-carboxylate N[C@@H]1CN(C[C@@H]1NC(=O)OCC(Cl)(Cl)Cl)C(=O)OC(C)(C)C